Diphenyl ((3-cyanoimidazo[1,2-b]pyridazin-6-yl)(phenylamino)methyl)phosphonate C(#N)C1=CN=C2N1N=C(C=C2)C(NC2=CC=CC=C2)P(OC2=CC=CC=C2)(OC2=CC=CC=C2)=O